(s)-3-(2-((1-benzyl-5,5-dimethylpiperidin-3-yl)amino)-5-(trifluoro-methyl)pyrimidin-4-yl)-7-bromo-1H-indole-6-carbonitrile C(C1=CC=CC=C1)N1C[C@H](CC(C1)(C)C)NC1=NC=C(C(=N1)C1=CNC2=C(C(=CC=C12)C#N)Br)C(F)(F)F